ClCC1=CC(=NC=C1)C1=NC=CC(=C1)C 4-(chloromethyl)-4'-methyl-2,2'-bipyridine